FC=1C(=C(C=CC1F)[C@H]1[C@@H](S[C@](C1)(C(F)(F)F)C)C(=O)NC1=CC(=C(C=C1)OB(O)O)F)OC (4-((2R,3S,5R)-3-(3,4-difluoro-2-methoxyphenyl)-5-methyl-5-(trifluoromethyl)tetrahydrothiophene-2-carboxamido)-2-fluorophenyl)boric acid